(2-aminoethyl)-2-oxo-1-[cis-4-[(3-methoxy-4-methylphenyl)carbamoyl]cyclohexyl]-2,3-dihydro-1H-1,3-benzodiazole-4-carboxamide NCCN1C(N(C2=C1C(=CC=C2)C(=O)N)[C@@H]2CC[C@@H](CC2)C(NC2=CC(=C(C=C2)C)OC)=O)=O